FC1=NC(=CC(=C1)N(C=1SC(=C(N1)C(=O)NC1C(CC1)(C)C)C)C(=O)C1CCOCC1)F 2-[(2,6-difluoro-4-pyridyl)-(tetrahydropyran-4-carbonyl)amino]-N-(2,2-dimethyl-cyclobutyl)-5-methyl-thiazole-4-carboxamide